3-hydroxy-2-methyl-5-([phosphonooxy]methyl)-4-pyridinecarboxaldehyde OC=1C(=NC=C(C1C=O)COP(=O)(O)O)C